COC(C1=C(C=C(C(=C1)OCCN1C(C2=CC=CC=C2C1=O)=O)OC)N)=O 2-amino-5-(2-(1,3-dioxoisoindolin-2-yl)ethoxy)-4-methoxybenzoic acid methyl ester